(S)-2-(methylsulfinyl)ethanol C[S@](=O)CCO